5'-methyl-3-(oxiran-2-yl)-4-pentyl-2'-(prop-1-en-2-yl)-[1,1'-biphenyl]-2,6-diol CC=1C=CC(=C(C1)C=1C(=C(C(=CC1O)CCCCC)C1OC1)O)C(=C)C